O=S1(CCC(CC1)C1NC(C=2C=NC=CC21)=O)=O 1,1-dioxothian-4-yl-1H-pyrrolo[3,4-c]pyridin-3-one